6-[(2S)-2-aminopropyl]-2-chloro-[(5-fluoropyrimidin-4-yl)methyl]-7-methylthieno[3,2-d]pyrimidin-4-amine N[C@H](CC1=C(C=2N=C(N=C(C2S1)NCC1=NC=NC=C1F)Cl)C)C